O=C1NC(CCC1C1=CC(=C(C=N1)N1CCN(CC1)C(=O)OC(C)(C)C)F)=O tert-butyl 4-(6-(2,6-dioxopiperidin-3-yl)-4-fluoropyridin-3-yl)piperazine-1-carboxylate